7-bromo-4,4-difluoro-1,2,3,4-tetrahydroisoquinoline BrC1=CC=C2C(CNCC2=C1)(F)F